C(C)(C)(C)OC(=O)N1CCC(=CC1)C1=CC2=C(C(=CO2)C(=O)OCC)C=C1.C12CN(CC(CC1)N2)C=2OC1=C(N2)C(=CC=C1C=1SC=CN1)OC(F)(F)F 2-(3,8-diazabicyclo[3.2.1]octan-3-yl)-7-(thiazol-2-yl)-4-(trifluoromethoxy)benzo[d]oxazole tert-butyl-4-(3-(ethoxycarbonyl)benzofuran-6-yl)-3,6-dihydropyridine-1(2H)-carboxylate